BrC=1C=C(C=CC1)C1(CC(C1)C#N)C1=NN=CN1C 3-(3-bromophenyl)-3-(4-methyl-4H-1,2,4-triazol-3-yl)cyclobutane-1-carbonitrile